FC=1C=C2CO[C@@](C2=CC1)(C)[C@H]1NCCC1 (S)-2-((R)-5-fluoro-1-methyl-1,3-dihydroisobenzofuran-1-yl)pyrrolidine